C(C)(C)O\N=C(/C)\C1=CN(C(N(C1=O)N(C(=O)C=1N=CSC1)C)=O)COC (E)-N-(5-(1-(isopropoxyimino)ethyl)-3-(methoxymethyl)-2,6-dioxo-3,6-dihydropyrimidin-1(2H)-yl)-N-methylthiazole-4-carboxamide